FC(=C1CC(NCC1)C=1SC2=C(N1)C=CC=C2)F (4-(difluoromethylene)piperidin-2-yl)benzo[d]thiazole